O([C@H]1[C@H](O)[C@@H](O)[C@H](O)[C@H](O1)CO)C1=CC(=C2C(C(=C(OC2=C1CC=C(C)C)C1=CC=C(C=C1)OC)O[C@H]1[C@H](O)[C@H](O)[C@@H](O)[C@@H](O1)C)=O)O 3-[(6-Deoxy-α-L-mannopyranosyl)oxy]-5-hydroxy-2-(4-methoxyphenyl)-8-(3-methyl-2-buten-1-yl)-4-oxo-4H-chromen-7-yl β-D-glucopyranoside